1-(1H-Pyrazol-5-yl)-6,7-dihydro-1H-imidazo[4,5-c]pyridin N1N=CC=C1N1C=NC=2C=NCCC21